2-(1,3-Dimethylbutylamino)-5,10-dihydro-dibenzo[b,e][1,4]diazepine CC(CC(C)C)NC1=CC2=C(NC3=C(NC2)C=CC=C3)C=C1